FC1=CC(=CC(=N1)C1CN(CC1)C(=O)C=1N=C(C2=C(N1)OC(=C2)C)NC2(CC2)C)C [3-(6-fluoro-4-methylpyridin-2-yl)pyrrolidine-1-carbonyl]-6-methyl-N-(1-methylcyclopropyl)furo[2,3-d]pyrimidin-4-amine